CC(C(=O)O)\C=C\CC(=O)O 2-methyl-trans-3-hexenedioic acid